FC1(CCCC=2C(=NC(=NC12)N1[C@H](CC1)C)N1C[C@H]2C([C@@H](C1)C2)CC(=O)O)F 2-((1R,5S,6S)-3-(8,8-Difluoro-2-((S)-2-methylazetidin-1-yl)-5,6,7,8-Tetrahydroquinazolin-4-yl)-3-azabicyclo[3.1.1]heptan-6-yl)acetic acid